2-(bromomethyl)-2-methylpropan-1,3-diol BrCC(CO)(CO)C